6-(difluoromethyl)-N-(2-methyl-5-(3-methyl-1,2,4-oxadiazol-5-yl)phenyl)pyrazolo[1,5-a]pyridine-3-carboxamide FC(C=1C=CC=2N(C1)N=CC2C(=O)NC2=C(C=CC(=C2)C2=NC(=NO2)C)C)F